C(C)(=O)O[C@H]1[C@H](OC([C@@H]([C@H]1OC(C)=O)NC(C)=O)OCCOCCOCCOCCNC(OCC1=CC=CC=C1)=O)CN1N=NC(=C1)C1=CC(=CC=C1)OC (2R,3S,4R,5R)-5-acetamido-2-((4-(3-methoxyphenyl)-1H-1,2,3-triazol-1-yl)methyl)-6-((3-oxo-1-phenyl-2,7,10,13-tetraoxa-4-azapentadecan-15-yl)oxy)tetrahydro-2H-pyran-3,4-diyl diacetate